FC1=C(C(=CC=C1)F)C1=NC=2C=CNC(C2C(=C1)NC1=NC=C(C=C1)S(=O)(=O)N1CCCCC1)=O 2-(2,6-difluoro-phenyl)-4-[[5-(1-piperidyl-sulfonyl)-2-pyridyl]amino]-6H-1,6-naphthyridin-5-one